C-4-azolyl-vinylformamide N1C=CC(=C1)C(=O)NC=C